beta-naphthamide hydrochloride Cl.C1=C(C=CC2=CC=CC=C12)C(=O)N